12H-benzo[b]phenothiazine C1=CC=CC=2SC=3C=C4C(=CC3NC12)C=CC=C4